[Cl-].C(C=C)(=O)OC(C[N+](C)(C)C)C [2-(acryloyloxy)propyl]trimethylammonium chloride